(S)-2-(4-(2-acetyl-5-chlorophenyl)-5-methoxy-2-oxopyridin-1(2H)-yl)-N-(2-methyl-2H-indazol-5-yl)-3-phenylpropionamide C(C)(=O)C1=C(C=C(C=C1)Cl)C1=CC(N(C=C1OC)[C@H](C(=O)NC1=CC2=CN(N=C2C=C1)C)CC1=CC=CC=C1)=O